C1(=CC=CC=C1)C(C(CCC[C@H](NCCCCC#CC=1C=NC(=NC1)S(=O)(=O)C)C(=O)N[C@@H](C)C(=O)N[C@@H](C)C(=O)O)N)(C1=CC=C(C=C1)C)C1=CC=CC=C1 6-(diphenyl(p-tolyl)methyl)-N2-(6-(2-(methylsulfonyl)pyrimidin-5-yl)hex-5-ynyl)-L-lysyl-L-alanyl-L-alanine